2-(6-chloro-1-(cyclopropylmethyl)-1H-pyrrolo[2,3-b]pyridin-2-yl)-6-methyl-1,3,6,2-dioxazaborocane-4,8-dione ClC1=CC=C2C(=N1)N(C(=C2)B2OC(CN(CC(O2)=O)C)=O)CC2CC2